C(C)(=O)N(C=1SC2=C(C1C(=O)OC)C=CC(=C2Cl)O)CC2=CC=C(C=C2)C(C)C Methyl 2-[acetyl(4-isopropylbenzyl)amino]-7-chloro-6-hydroxy-1-benzothiophene-3-carboxylate